3-(2-oxo-6-((4-(piperidin-1-ylmethyl)benzyl)amino)benzo[cd]indol-1(2H)-yl)piperidine-2,6-dione O=C1N(C2=CC=C(C=3C2=C1C=CC3)NCC3=CC=C(C=C3)CN3CCCCC3)C3C(NC(CC3)=O)=O